C1(CC1)S(=O)(=O)C1(CC1)CN1C(C2=C(CC1)C(=NN2C)/C(/N)=N/O)=O (Z)-6-((1-(Cyclopropylsulfonyl)cyclopropyl)methyl)-N'-hydroxy-1-methyl-7-oxo-4,5,6,7-tetrahydro-1H-pyrazolo[3,4-c]pyridine-3-carboximidamide